methyl ((benzyloxy)carbonyl)glycinate C(C1=CC=CC=C1)OC(=O)NCC(=O)OC